(R)-4-(hydroxymethyl)-6-(3-methylmorpholino)-2,3-dihydro-1H-pyrrolo[3,4-c]pyridin-1-one OCC1=NC(=CC2=C1CNC2=O)N2[C@@H](COCC2)C